alpha-Methyl-D-Serine C[C@@](N)(CO)C(=O)O